(S)-7-acetyl-5-chloro-2-(1-cyclopropylethyl)isoindolin-1-one C(C)(=O)C=1C=C(C=C2CN(C(C12)=O)[C@@H](C)C1CC1)Cl